NC1=NC=C(C=N1)C=1C=C(C=C(C1)N1CCOCC1)S(=O)(=O)C=1C=C(C#N)C=CC1 3-((3-(2-aminopyrimidin-5-yl)-5-morpholinophenyl)sulfonyl)benzonitrile